6-(((R)-4,4-difluoro-3-methylpiperidin-1-yl)methyl)imidazo[1,2-a]pyridine-8-carboxamide FC1([C@@H](CN(CC1)CC=1C=C(C=2N(C1)C=CN2)C(=O)N)C)F